BrC1CC(C1)OCCCN(C(OC(C)(C)C)=O)C tert-butyl N-[3-(3-bromocyclobutoxy) propyl]-N-methyl-carbamate